butyl montanate C(CCCCCCCCCCCCCCCCCCCCCCCCCCC)(=O)OCCCC